NC1=CC=2C(=C3C(=NC2C=C1F)C1=CC2=C(C(N1C3)=O)COC([C@]2(O)CC)=O)CN(C(OCCO)=O)C 2-hydroxyethyl (S)-((9-amino-4-ethyl-8-fluoro-4-hydroxy-3,14-dioxo-3,4,12,14-tetrahydro-1H-pyrano[3',4':6,7]indolizino[1,2-b]-quinolin-11-yl)methyl)(methyl)-carbamate